COC(C1=CC=CC(=N1)C1=NC2=CC(=NC=C2C=C1)CNC(C1=CC(=C(C=C1)C)S(=O)(=O)C)=O)OC N-((2-(6-(dimethoxymethyl)pyridin-2-yl)-1,6-naphthyridin-7-yl)methyl)-4-methyl-3-(methylsulfonyl)benzamide